2-bromo-6-methyl-5-(1-(4-(pyrrolidin-1-yl)piperidin-1-yl)ethyl)indolizine-7-carboxylic acid BrC=1C=C2C=C(C(=C(N2C1)C(C)N1CCC(CC1)N1CCCC1)C)C(=O)O